C(C)(C)(C)[Si](OCC1=CC(=C(C=O)C=C1)F)(C)C 4-[[tert-butyl-(dimethyl)silyl]oxymethyl]-2-fluoro-benzaldehyde